(S)-2-((6-((4-chloro-2-fluorobenzyl)oxy)-3',6'-dihydro-[2,4'-bipyridin]-1'(2'H)-yl)methyl)-1-(oxolane-2-ylmethyl)-1H-benzo[d]imidazole-5-carboxylic acid ClC1=CC(=C(COC2=CC=CC(=N2)C=2CCN(CC2)CC2=NC3=C(N2C[C@H]2OCCC2)C=CC(=C3)C(=O)O)C=C1)F